NITRAMINOACETIC ACID N([N+](=O)[O-])CC(=O)O